NCC1=C(C(=C(C=C1)C1=C(C=NC=C1)OCC1N(CCC1)C(=O)OCC1=CC=CC=C1)F)C benzyl 2-(((4-(4-(aminomethyl)-2-fluoro-3-methylphenyl)pyridin-3-yl)oxy)methyl)pyrrolidine-1-carboxylate